ClC=1C(=CC=C2N=CC(=NC12)C=1C=NN(C1)CC(=O)N1CCCC1)OC1=CC2=C(N=C(N2COCC[Si](C)(C)C)C)C=C1 2-[4-[8-chloro-7-[2-methyl-3-(2-trimethylsilylethoxymethyl)benzimidazol-5-yl]oxy-quinoxalin-2-yl]pyrazol-1-yl]-1-pyrrolidin-1-yl-ethanone